(4-isobutoxybenzyl)-7-(1-isobutylpiperidin-4-yl)-5,7-diazaspiro[2.5]octan-6-one C(C(C)C)OC1=CC=C(CC2CC23CNC(N(C3)C3CCN(CC3)CC(C)C)=O)C=C1